COC(=O)C1=CN=C(S1)CBr.ClC1=CN=C(S1)SCOC1=C(C(=C(C(=C1F)F)OCC)F)F 5-chloro-2-(((4-ethoxy-2,3,5,6-tetrafluorophenoxy)methyl)thio)thiazole methyl-2-(bromomethyl)thiazole-5-carboxylate